COC(C)C12CC(CC(N1C(=O)C1=NC=CC=C1)C2)C (Cis-1-(1-methoxyethyl)-3-methyl-6-azabicyclo[3.1.1]hept-6-yl)(pyridin-2-yl)methanone